CN1CC[C@]23[C@@H]4[C@H]1CC5=C2C(=C(C=C5)OC)O[C@H]3[C@H](C=C4)O (-)-codeine